1-ethyl-6-fluoro-3-methyl-1H-1,3-benzodiazol-3-ium chloride [Cl-].C(C)N1C=[N+](C2=C1C=C(C=C2)F)C